COC(=O)C1(CC=NO1)C 5-methyl-4,5-dihydroisoxazole-5-carboxylic acid methyl ester